2,6-di(tert-butyl)-4-methylphenol C(C)(C)(C)C1=C(C(=CC(=C1)C)C(C)(C)C)O